CN1N=CC2=C(C=CC=C12)C1=CC2=C(O[C@]3(CN(CC3)C#N)C(N2)=O)N=C1 (R)-7-(1-methyl-1H-indazol-4-yl)-2-oxo-1,2-dihydrospiro[pyrido[2,3-b][1,4]oxazine-3,3'-pyrrolidine]-1'-carbonitrile